FC(C(=O)NNC(=O)C=1C=CC(=NC1)CN(C(=O)N1CCS(CC1)(=O)=O)C1=CC=C(C=C1)F)F N-((5-(2-(2,2-difluoroacetyl)hydrazine-1-carbonyl)pyridin-2-yl)methyl)-N-(4-fluorophenyl)thiomorpholine-4-carboxamide 1,1-dioxide